bis(2,4-di-t-butylphenyl)-3-phenyl-phenylphosphonite C(C)(C)(C)C1=C(C=CC(=C1)C(C)(C)C)C1=C(C(=C(C=C1)P([O-])[O-])C1=C(C=C(C=C1)C(C)(C)C)C(C)(C)C)C1=CC=CC=C1